C(C)(C)(C)C1=NC(=NC=C1)C#C 4-(tert-Butyl)-2-ethynylpyrimidine